COC(=O)NC1=CC=C(C=N1)N1C=NC=2C=NC(=CC21)C(=O)OC methyl 1-[6-(methoxycarbonylamino)-3-pyridyl]imidazo[4,5-c]pyridine-6-carboxylate